ClC=1C=C(C(=O)NC2=C(C(=NS2)C)C(=O)OC)C=CC1OC methyl 5-(3-chloro-4-methoxybenzamido)-3-methyl-1,2-thiazole-4-carboxylate